octatriacontyl eicos-11-enoate C(CCCCCCCCCC=CCCCCCCCC)(=O)OCCCCCCCCCCCCCCCCCCCCCCCCCCCCCCCCCCCCCC